2-(9-(5-((tert-butyldimethylsilyl)oxy)pentyl)-3,9-diazaspiro[5.5]undecan-3-yl)propane-1,3-diyl bis(2-hexyldecanoate) C(CCCCC)C(C(=O)OCC(COC(C(CCCCCCCC)CCCCCC)=O)N1CCC2(CC1)CCN(CC2)CCCCCO[Si](C)(C)C(C)(C)C)CCCCCCCC